FC1=CC=C2NCCN(C2=C1)C1=CC=CC=C1 7-fluoro-1-phenyl-1,2,3,4-tetrahydroquinoxaline